4-hydroxy-7-isopropyl-6-oxo-6,7-dihydro-thieno[2,3-b]pyridine OC=1C2=C(N(C(C1)=O)C(C)C)SC=C2